C(C)(C)(C)OC(=O)N[C@H](C(=O)OCC(CC)CC)CC1CC1 (S)-2-ethylbutyl 2-((tert-butoxycarbonyl)amino)-3-cyclopropylpropanoate